(4-fluoro-2-methoxypyridin-3-yl)methanamine FC1=C(C(=NC=C1)OC)CN